C(C)(C)(C)S(=O)(=O)C[C@H](C1CC1)N1C([C@@](C[C@@H]([C@H]1C1=CC=C(C=C1)Cl)C1=CC(=CC=C1)Cl)(CC)CC(=O)O)=O 2-((3R,5R,6S)-1-((S)-2-(tert-Butylsulfonyl)-1-cyclopropylethyl)-5-(3-chlorophenyl)-6-(4-chlorophenyl)-3-ethyl-2-oxopiperidin-3-yl)acetic Acid